(5S,8R)-N-(4,5-dichloro-2-fluorophenyl)-1-fluoro-6,7,8,9-tetrahydro-5H-5,8-epiminocyclohepta[c]pyridine-10-carbothioamide ClC1=CC(=C(C=C1Cl)NC(=S)N1[C@H]2CC[C@@H]1CC=1C(=NC=CC12)F)F